ClP(C1=C(C=CC=C1)C(F)(F)F)C1=CC=C(C=C1)[Si](CCCC)(CCCC)CCCC chloro(4-(tributylsilyl)phenyl)(2-(trifluoromethyl)phenyl)phosphine